7-acetyl-3-(3-fluoro-4-((methylsulfonyl)methyl)phenyl)-1H-indole-2-carboxylic acid ethyl ester C(C)OC(=O)C=1NC2=C(C=CC=C2C1C1=CC(=C(C=C1)CS(=O)(=O)C)F)C(C)=O